C(C)(C)(C)N(C(O)=O)S(NCCCNC1=NC=NC2=CC(=C(C=C12)OC)OC)(=O)=O tert-butyl-(N-(3-((6,7-dimethoxyquinazolin-4-yl)amino)propyl)sulfamoyl)carbamic acid